2-(benzylthio)-5-nitropyridine C(C1=CC=CC=C1)SC1=NC=C(C=C1)[N+](=O)[O-]